Ethyl 3-(3-(3-(2-(2-fluoro-5-((6-fluoro-4-(methylsulfonyl)-1H-indol-5-yl)oxy)phenyl)-1H-imidazol-5-yl)tetrahydrofuran-3-yl)phenyl)propanoate FC1=C(C=C(C=C1)OC=1C(=C2C=CNC2=CC1F)S(=O)(=O)C)C=1NC(=CN1)C1(COCC1)C=1C=C(C=CC1)CCC(=O)OCC